3-(2-(3,4-dimethoxyphenyl)-3-isopropyl-1H-indol-5-yl)-N-((1r,4r)-4-(2-hydroxypropan-2-yl)cyclohexyl)benzamide COC=1C=C(C=CC1OC)C=1NC2=CC=C(C=C2C1C(C)C)C=1C=C(C(=O)NC2CCC(CC2)C(C)(C)O)C=CC1